1-(1-Adamantylmethyl)-5-methyl-4-(4,4,5,5-tetramethyl-1,3,2-dioxaborolan-2-yl)pyrazole C12(CC3CC(CC(C1)C3)C2)CN2N=CC(=C2C)B2OC(C(O2)(C)C)(C)C